C(C)(C)(C)OC(=O)N1[C@H]([C@]2(CC1)NC(COC2)=O)COC2CCC(CC2)=O |o1:8,9| tert-butyl-rel-(1R,5S)-7-oxo-1-{[(4-oxocyclohexyl)oxy]methyl}-9-oxa-2,6-diazaspiro[4.5]decane-2-carboxylate